1-(((1-(benzo[d][1,3]dioxol-5-yl)propan-2-yl)carbamoyl)oxy)ethyl pivalate C(C(C)(C)C)(=O)OC(C)OC(NC(CC1=CC2=C(OCO2)C=C1)C)=O